1-(2-(3-(dimethylamino)propyl)-6-(2-fluorophenyl)-2H-indazol-3-yl)benzene-1,3-diamine CN(CCCN1N=C2C=C(C=CC2=C1C1(CC(=CC=C1)N)N)C1=C(C=CC=C1)F)C